ClC1=C(C=C(C=C1OC)OC)C1=CC2=C(N=C(N=C2)NC2=CC(=C(C=C2)C2CCNCC2)C)N2C1=NN=C2 6-(2-chloro-3,5-dimethoxyphenyl)-N-(3-methyl-4-(piperidin-4-yl)phenyl)-[1,2,4]triazolo[4',3':1,6]pyrido[2,3-d]pyrimidin-2-amine